C(CCC)[N+]1(CCCC1)C N-butyl-N-methyl-pyrrolidinium